(R)-1-(2-(difluoromethoxy)ethyl)piperidin-3-amine hydrochloride Cl.FC(OCCN1C[C@@H](CCC1)N)F